C(C)(C)(C)OC(N[C@@H]1[C@H](OCC(C1CO[Si](C)(C)C(C)(C)C)=O)C1=C(C=CC(=C1)F)F)=O N-[(2R,3S)-4-[[tert-butyl-(dimethyl)silyl]oxymethyl]-2-(2,5-difluorophenyl)-5-oxo-tetrahydropyran-3-yl]carbamic acid tert-butyl ester